CSC1=CC=C(C=C1)C(=O)C1=CC=C(C=C1)SC 4-methylthio-phenyl ketone